methyl 2-(1-methyl-1H-pyrazol-3-yl)acetate CN1N=C(C=C1)CC(=O)OC